(4R)-4-[3-Oxo-3-[2-[2-(trifluoro-methoxy)phenyl]sulfonyl-2,6-diazaspiro[3.3]heptan-6-yl]propyl]oxazolidin-2-one O=C(CC[C@H]1NC(OC1)=O)N1CC2(CN(C2)S(=O)(=O)C2=C(C=CC=C2)OC(F)(F)F)C1